FC1=C(C(=O)N([C@H]2CN(CCC2)C(=O)OC(C)(C)C)C2=NC=CC3=C2C=C(S3)C=3C=NNC3)C=CC(=C1)C=1N=NN(C1)C tert-butyl (3R)-3-[[2-fluoro-4-(1-methyltriazol-4-yl)benzoyl]-[2-(1H-pyrazol-4-yl)thieno[3,2-c]pyridin-4-yl]amino]piperidine-1-carboxylate